FC=1C(=NC=CC1)C1=C(C(=NC=2C[C@@H](CCC12)C1=C(N=CS1)C)N1CC2(CN(C2)C(C=C)=O)CC1)C#N (7R)-4-(3-fluoro-2-pyridinyl)-7-(4-methyl-1,3-thiazol-5-yl)-2-(2-(2-propenoyl)-2,6-diazaspiro[3.4]octan-6-yl)-5,6,7,8-tetrahydro-3-quinolinecarbonitrile